methyl 3-{4-[(E)-2-{2-[(tert-butoxycarbonyl)amino]-1,3-thiazol-4-yl}ethenyl]-2-nitroimidazol-1-yl}propanoate C(C)(C)(C)OC(=O)NC=1SC=C(N1)/C=C/C=1N=C(N(C1)CCC(=O)OC)[N+](=O)[O-]